O=C1NC(CCC1N1C(OC2=C1C=CC=C2C#CCOCCCN(C(OC(C)(C)C)=O)C)=O)=O tert-butyl N-[3-[3-[3-(2,6-dioxo-3-piperidyl)-2-oxo-1,3-benzoxazol-7-yl]prop-2-ynoxy] propyl]-N-methyl-carbamate